5-((5-(diethylamino)pentan-2-yl)amino)-N-(6-(trifluoromethyl)quinolin-8-yl)pyrazine-2-carboxamide C(C)N(CCCC(C)NC=1N=CC(=NC1)C(=O)NC=1C=C(C=C2C=CC=NC12)C(F)(F)F)CC